5-((4-Methylpiperazin-1-yl)methyl)isoindoline HCl salt Cl.CN1CCN(CC1)CC=1C=C2CNCC2=CC1